(S)-7-((2S,3S)-5-Chloro-6-fluoro-3-methoxy-2-phenyl-2-((S)-pyrrolidin-2-yl)-2,3-dihydrobenzofuran-4-yl)-6-fluoro-2-methyl-2,4-dihydrochromeno[3,4-c]pyrazole-8-carboxamide ClC=1C(=CC2=C([C@@H]([C@@](O2)([C@H]2NCCC2)C2=CC=CC=C2)OC)C1C=1C(=CC2=C(C1F)OCC1=NN(C=C12)C)C(=O)N)F